5-(3-isopropyl-5-(1-propylpiperidin-4-yl)-1H-indol-2-yl)-1-methyl-3-(2-(trifluoromethyl)pyrimidin-5-yl)pyridin-2(1H)-one C(C)(C)C1=C(NC2=CC=C(C=C12)C1CCN(CC1)CCC)C=1C=C(C(N(C1)C)=O)C=1C=NC(=NC1)C(F)(F)F